OC(=O)C(F)(F)F.OC(=O)C(F)(F)F.CC1=C(C(=O)N)C=CC=C1C1CC2CCC(C1)N2CCN(C([C@H](CO)NC)=O)CC2CCCCC2 methyl-dl-3-endo-(8-{2-[cyclohexylmethyl-((S)-3-hydroxy-2-methylamino-propionyl)amino]ethyl}-8-aza-bicyclo[3.2.1]oct-3-yl)-benzamide bisTFA salt